C(CCCCCCC=CCC=CCCC)C=1C=C(C=CC1)O 3-(8,11-pentadecdienyl)-phenol